ClC=1C=C(CN2C3=NC=NC(=C3N=C2C=2C=NC(=CC2C)OCCN2CCNCC2)OC2(CC2)C)C=CC1 9-(3-chlorobenzyl)-8-(4-methyl-6-(2-(piperazin-1-yl)ethoxy)pyridin-3-yl)-6-(1-methylcyclopropoxy)-9H-purine